6-hexyl-resorcinol C(CCCCC)C1=CC=C(C=C1O)O